4-(4-(4-Acrylpiperazin-1-yl)phenyl)-6-(1-methyl-1H-pyrazol-4-yl)pyrazolo[1,5-a]pyridine-3-carbonitrile C(=O)(C=C)N1CCN(CC1)C1=CC=C(C=C1)C=1C=2N(C=C(C1)C=1C=NN(C1)C)N=CC2C#N